2-(4-aminophenyl)-1-(cyclopropylmethyl)-5-fluoro-1H-indole-6-carbonitrile NC1=CC=C(C=C1)C=1N(C2=CC(=C(C=C2C1)F)C#N)CC1CC1